BrC1=C(C=C2C(=NC(=NC2=C1F)Cl)N1CC=2N(CCC1)N=C(C2)C(=O)N(C)C)I 5-(7-bromo-2-chloro-8-fluoro-6-iodoquinazolin-4-yl)-N,N-dimethyl-5,6,7,8-tetrahydro-4H-pyrazolo[1,5-a][1,4]diazepine-2-carboxamide